3-(8-oxa-3-azabicyclo[3.2.1]octan-3-yl)-N-((R)-1-(3-(difluoromethyl)-2-fluorophenyl)ethyl)-8-methylpyrido[2,3-d]pyridazin-5-amine C12CN(CC(CC1)O2)C2=CC=1C(=C(N=NC1N[C@H](C)C1=C(C(=CC=C1)C(F)F)F)C)N=C2